2-methyl-N-(1-phenylethyl)quinazoline-4-carboxamide CC1=NC2=CC=CC=C2C(=N1)C(=O)NC(C)C1=CC=CC=C1